C(C1=CC=CC=C1)OC1=CC=CC=2C3NC(N(C(OC21)(C3)C)C=3C=C(C(=O)NC(C)C=2C=C1C=CC=NC1=CC2)C=CC3)=O 3-(10-(benzyloxy)-2-methyl-4-oxo-5,6-dihydro-2H-2,6-methanobenzo[g][1,3,5]oxadiazocin-3(4H)-yl)-N-(1-quinolin-6-yl-ethyl)benzamide